N1(CCCCC1)C1CCNCC1 1,4'-bipiperidinyl